N-(5-cyclopropyl-1H-pyrazol-3-yl)-2-[4-[(dimethylamino)methyl]-2-azabicyclo[2.1.1]hex-2-yl]pyrimidin-4-amine C1(CC1)C1=CC(=NN1)NC1=NC(=NC=C1)N1C2CC(C1)(C2)CN(C)C